ClC=1C=C(OCCN2CC3(CN(C3)C(=O)OC(C)(C)C)C2)C=CC1C=O tert-butyl 6-(2-(3-chloro-4-formylphenoxy)ethyl)-2,6-diazaspiro[3.3]heptane-2-carboxylate